C1(CC1)C=1C=NC(=NC1)N1C[C@H](N([C@H](C1)C)C(CCOCC1N(CCC1)C1=C(C(NN=C1)=O)C(F)(F)F)=O)C 5-(2-((3-((2R,6S)-4-(5-cyclopropylpyrimidin-2-yl)-2,6-dimethylpiperazin-1-yl)-3-oxopropOxy)methyl)pyrrolidin-1-yl)-4-(trifluoromethyl)pyridazin-3(2H)-one